5-(3-(difluoromethyl)imidazo[1,2-a]pyridin-6-yl)-N-(3-(4-methylpiperazin-1-yl)phenyl)-7H-pyrrolo[2,3-d]pyrimidin-2-amine FC(C1=CN=C2N1C=C(C=C2)C2=CNC=1N=C(N=CC12)NC1=CC(=CC=C1)N1CCN(CC1)C)F